(3-(4-Bromophenoxy)-6-hydroxybenzo[b]thiophen-2-yl)(4-hydroxyphenyl)methanone BrC1=CC=C(OC=2C3=C(SC2C(=O)C2=CC=C(C=C2)O)C=C(C=C3)O)C=C1